CC1=CC(=NN1C=1C=C2C=CN(C2=CC1)CC1=CC=C(C=C1)C1=CC=C(C=C1)C(NCCN1CCOCC1)=O)C(=O)N 5-methyl-1-(1-((4'-((2-morpholinoethyl)carbamoyl)-[1,1'-biphenyl]-4-yl)methyl)-1H-indol-5-yl)-1H-pyrazole-3-carboxamide